C(C)(C)(C)OC(=O)N[C@H](C(=O)N[C@H](C(=O)OC)CC=1N(C=NC1)C)CC(C)C methyl (2S)-2-[[(2S)-2-(tert-butoxycarbonylamino)-4-methyl-pentanoyl]amino]-3-(3-methylimidazol-4-yl)propanoate